CC1C2(C1)CNCC1=CC=C(C=C12)C(F)(F)F methyl-6-(trifluoromethyl)spiro[2,3-dihydroisoquinoline-4,1'-cyclopropane]